C1(CC1)C=1N=CN(C1)C1=CC(=CC2=C1OCO2)C(=O)NC2=NC(=CC=C2)C2=NN=CN2C(C)C 7-(4-cyclopropyl-1H-imidazol-1-yl)-N-(6-(4-isopropyl-4H-1,2,4-triazol-3-yl)pyridin-2-yl)benzo[d][1,3]dioxole-5-carboxamide